Cl[Si](C1=CC=CC=C1)(C1=CC=CC=C1)C chloro(methyl)diphenylsilane